CNC1=CC=C(C=C1)C=1OC2=C(C(C1)=O)C=CC=1NC(=NC12)CCOCCOCCOCCOCCOCCOCC1=CC=CC=C1 8-(4-(methylamino)phenyl)-2-(1-phenyl-2,5,8,11,14,17-hexaoxanonadecan-19-yl)chromeno[7,8-d]imidazol-6(3H)-one